2-(Dimethylamino)-1-(2-(4-phenyl-1H-imidazol-2-yl)piperidin-1-yl)butan-1-one CN(C(C(=O)N1C(CCCC1)C=1NC=C(N1)C1=CC=CC=C1)CC)C